4-(cyclobutylamino)-2-(methylsulfonyl)pyrimidine-5-carbonitrile C1(CCC1)NC1=NC(=NC=C1C#N)S(=O)(=O)C